CN1N=C(N=N1)C=1N=CC=2C(=CC=C3CCNC23)N1 7-(2-methyltetrazol-5-yl)pyrimido[4,5]indoline